ClN1C(N(CC1)S(=O)(=O)CCNC(OC(C)(C)C)=O)=O tert-butyl (2-((3-chloro-2-oxoimidazolidin-1-yl)sulfonyl)ethyl)carbamate